3-{[3-fluoro-2-(methylaminosulfonylamino)-4-pyridyl]methyl}-7-(1,2,4-triazin-3-yloxy)-3,4-dihydro-2H-1,3-benzoxazin-2-one FC=1C(=NC=CC1CN1C(OC2=C(C1)C=CC(=C2)OC=2N=NC=CN2)=O)NS(=O)(=O)NC